N-(2,3-dimethylphenyl)-4-((4-fluorophenyl)sulfonamido)benzamide CC1=C(C=CC=C1C)NC(C1=CC=C(C=C1)NS(=O)(=O)C1=CC=C(C=C1)F)=O